(2-amino-3-cyano-4,5-difluoro-1H-indol-7-yl)(methyl)carbamic acid tert-butyl ester C(C)(C)(C)OC(N(C)C=1C=C(C(=C2C(=C(NC12)N)C#N)F)F)=O